ClC=1C(=CC(=C(C1)NC(=O)N1[C@@H]2CC[C@H]1CC=1C(=NC=CC12)F)F)C=1C=NC(=CC1)OCCNC (5R,8S)-N-(5-chloro-2-fluoro-4-(6-(2-(methylamino)ethoxy)pyridin-3-yl)phenyl)-1-fluoro-6,7,8,9-tetrahydro-5H-5,8-epiminocyclohepta[c]pyridine-10-carboxamide